2-[2-(4-chlorophenyl)ethyl]-6-[2-(2,2,2-trifluoroethoxy)pyrimidin-5-yl]-2,3-dihydropyridazin-3-one ClC1=CC=C(C=C1)CCN1N=C(C=CC1=O)C=1C=NC(=NC1)OCC(F)(F)F